ClC=1C=C(C=CC1C#N)N1CC2(C[C@H]1C)CCN(CC2)C2=CC=C(C(=O)N1CCN(CC1)CC(=O)NC1=CC(=CC=C1)N[C@@H]1C(NC(CC1)=O)=O)C=C2 2-(4-(4-((R)-2-(3-Chloro-4-cyanophenyl)-3-methyl-2,8-diazaspiro[4.5]decan-8-yl)benzoyl)piperazin-1-yl)-N-(3-(((S)-2,6-dioxopiperidin-3-yl)amino)phenyl)acetamide